(R)-7-Cyclobutyl-N-(1,1-dioxido-2,3-dihydrothiophen-3-yl)-8-methoxy-2-oxo-1,2-dihydroquinoline-3-carboxamide C1(CCC1)C1=CC=C2C=C(C(NC2=C1OC)=O)C(=O)N[C@H]1CS(C=C1)(=O)=O